BrC=1N=C2N(N1)C(CC2O)C2=C(C=CC(=C2)F)F 2-bromo-5-(2,5-difluorophenyl)-6,7-dihydro-5H-pyrrolo[1,2-b][1,2,4]triazol-7-ol